(R)-5-(5-methyl-1,3,4-thiadiazol-2-yl)-N-(3-methylthieno[3,2-c]pyridin-4-yl)-N-(piperidin-3-yl)picolinamide CC1=NN=C(S1)C=1C=CC(=NC1)C(=O)N([C@H]1CNCCC1)C1=NC=CC2=C1C(=CS2)C